2,3-dichloro-5,6-dicyano-p-Benzoquinone ethyl-1-(6-(3,5-dimethoxyphenyl)quinolin-2-yl)piperidine-4-carboxylate C(C)OC(=O)C1CCN(CC1)C1=NC2=CC=C(C=C2C=C1)C1=CC(=CC(=C1)OC)OC.ClC=1C(C(=C(C(C1Cl)=O)C#N)C#N)=O